FC1(C(N(C2=C(O1)C=C(C(=C2)C2=C(C(=C(C(=C2F)F)F)F)F)F)CC(F)(F)F)=O)F 2,2,7-trifluoro-6-(perfluorophenyl)-4-(2,2,2-trifluoroethyl)-2H-benzo[b][1,4]oxazin-3(4H)-one